8-(1-hydroxyethyl)-3,6-dimethyl-2-morpholino-chromen-4-one OC(C)C=1C=C(C=C2C(C(=C(OC12)N1CCOCC1)C)=O)C